FC(=CC=1C=C(C(=O)N[C@@H]2[C@H](CCCC2)O)C=CC1F)F 3-(2,2-difluorovinyl)-4-fluoro-N-[(1s,2s)-2-hydroxycyclohexyl]benzamide